C[C@@H]([C@H](C(=O)O)O)C(=O)O The molecule is an erythro-3-methylmalic acid. It is a conjugate acid of a D-erythro-3-methylmalate(2-). It is an enantiomer of a L-erythro-3-methylmalic acid.